C(C)(C)(C)OC(=O)N1CCC(=CC1)C1=C(C=C(C(=C1)Cl)Cl)OC 4-(4,5-dichloro-2-methoxyphenyl)-1,2,3,6-tetrahydropyridine-1-carboxylic acid tert-butyl ester